2,2'-((6-((1-(cyclohexyloxy)-2,2,6,6-tetramethylpiperidin-4-yl)amino)-1,3,5-triazine-2,4-diyl)bis(methylazetidine)) C1(CCCCC1)ON1C(CC(CC1(C)C)NC1=NC(=NC(=N1)C1N(CC1)C)C1N(CC1)C)(C)C